FC1=C(CNC(=O)C=2C(C(=C3N(N4[C@@H](CC[C@@H](N(C3=O)C4)CF)C)C2)O)=O)C=CC(=C1)F (1S,2R,5R)-N-(2,4-difluorobenzyl)-5-(fluoromethyl)-8-hydroxy-2-methyl-7,9-dioxo-2,3,4,5,7,9-hexahydro-1,6-methanopyrido[1,2-b][1,2,5]triazonine-10-carboxamide